6-(3-Isopropyl-5-(piperidin-3-yl)-1H-indol-2-yl)-8-methoxy-[1,2,4]triazolo[1,5-a]pyridin C(C)(C)C1=C(NC2=CC=C(C=C12)C1CNCCC1)C=1C=C(C=2N(C1)N=CN2)OC